FC(CN)CCN 2-fluorobutane-1,4-diamine